O1C=CC=N1 [1,5]oxazole